(di-t-butylphosphinomethyl)t-butylamine C(C)(C)(C)P(C(C)(C)C)CNC(C)(C)C